ClC=1C=C(C=C(C1)NCCO)NC(=O)NC1=C(C=CC(=C1)Cl)CCO 1-[3-chloro-5-(2-hydroxyethylamino)phenyl]-3-[5-chloro-2-(2-hydroxyethyl)phenyl]urea